O[C@H]1CC[C@@]2([C@H]3CC[C@@]4([C@H](CC[C@H]4[C@@H]3CC=C2C1)[C@@H](CCC(=O)O)C)C)C (R)-4-((3S,8S,9S,10R,13R,14S,17R)-3-hydroxy-10,13-dimethyl-2,3,4,7,8,9,10,11,12,13,14,15,16,17-tetradecahydro-1H-cyclopenta[a]phenanthren-17-yl)pentanoic acid